NC=1C2=C(N=CN1)N(C(=C2C=2C=NC(=NC2)C(F)(F)F)C#N)C(CC)C=2N=NN(C2)C2=C(C=C(C=C2)F)F 4-Amino-7-{1-[1-(2,4-difluorophenyl)-1H-1,2,3-triazol-4-yl]propyl}-5-[2-(trifluoromethyl)pyrimidin-5-yl]-7H-pyrrolo[2,3-d]pyrimidin-6-carbonitrile